O=C1OC2=CC(=CC=C2C(=C1)C1=C(C=CC=C1)C)CCC(=O)O 3-(2-oxo-4-(o-tolyl)-2H-chromen-7-yl)propanoic acid